O1CC(CCC1)=O tetrahydro-pyran-3-one